((2-amino-5-cyano-7-methoxy-1H-benzo[d]imidazol-1-yl)methyl)benzenesulfonamide NC1=NC2=C(N1CC1=C(C=CC=C1)S(=O)(=O)N)C(=CC(=C2)C#N)OC